ClC=1C(=CC(=NC1C)N1[C@@H](C[C@@H](C1)O)C(=O)N(C=1C=C(C=CC1)C)C)C (2S,4S)-1-(5-Chloro-4,6-dimethylpyridin-2-yl)-4-hydroxy-N-methyl-N-(m-tolyl)pyrrolidine-2-carboxamide